Cl.Cl.CC1(C2C(NC(C12)=O)=O)C 6,6-dimethyl-3-azabicyclo[3.1.0]hexane-2,4-dione dihydrochloride